(R) or (S)-6-[[1-[3-[(2,2-difluoro-1,3-benzodioxol-5-yl)-methyl-carbamoyl]phenyl]-3-(trifluoromethyl)-4,5,6,7-tetrahydroindazol-7-yl]oxy]pyridine-3-carboxylic acid FC1(OC2=C(O1)C=CC(=C2)N(C(=O)C=2C=C(C=CC2)N2N=C(C=1CCC[C@H](C21)OC2=CC=C(C=N2)C(=O)O)C(F)(F)F)C)F |o1:26|